7-(dimethoxymethyl)-4-fluoro-1,2,3,4-tetrahydro-2,4-methylene-1,8-naphthyridin COC(C1=CC=C2C3(CC(NC2=N1)C3)F)OC